O1COC2=C1C=CC(=C2)C=CC=CC(=O)N2N=C(C(=C2C)[N+](=O)[O-])C 5-(benzo[d][1,3]dioxol-5-yl)-1-(3,5-dimethyl-4-nitro-pyrazol-1-yl)penta-2,4-dien-1-one